O=C1NC(CCC1N1C(C2=CC=CC(=C2C1)SCCCCN1CCN(CC1)C1=C(C=C(C(=O)N2CCC(CC2)CCCCNC(\C=C\C=2C=NC=C(C2)C)=O)C=C1)C)=O)=O (E)-N-(4-(1-(4-(4-(4-((2-(2,6-dioxopiperidin-3-yl)-1-oxoisoindolin-4-yl)thio)butyl)piperazin-1-yl)-3-methylbenzoyl)piperidin-4-yl)butyl)-3-(5-methylpyridin-3-yl)acrylamide